C(C)(C)C1=CNC=2C1=NC(=CC2)CC2=C(C=C(C=C2C)C=2C(NC(N(N2)C)=O)=O)C 6-[4-[(3-isopropyl-1H-pyrrolo[3,2-b]pyridin-5-yl)methyl]-3,5-dimethyl-phenyl]-2-methyl-1,2,4-triazine-3,5-dione